N-(aminopropyl)pyrrolidine 3-(4-amino-7-(1H-pyrazol-3-yl)-3H-imidazo[4,5-c]quinolin-2-yl)pyrrolidine-1-carboxylate NC1=NC=2C=C(C=CC2C2=C1NC(=N2)C2CN(CC2)C(=O)O)C2=NNC=C2.NCCCN2CCCC2